CC1=CC2=C(N=C(O2)C=2C=NN3C2C=CC=C3)C=C1NC(=O)NC1=CC(=C(C=C1)CN1CCN(CC1)C)C(F)(F)F 1-(6-methyl-2-(pyrazolo[1,5-a]pyridin-3-yl)benzo[d]oxazol-5-yl)-3-(4-((4-methylpiperazin-1-yl)methyl)-3-(trifluoromethyl)phenyl)urea